2,3,4,5-tetrakis(3-methyl-9H-carbazol-9-yl)-6-(pyridin-2-yl)benzonitrile CC=1C=CC=2N(C3=CC=CC=C3C2C1)C1=C(C#N)C(=C(C(=C1N1C2=CC=CC=C2C=2C=C(C=CC12)C)N1C2=CC=CC=C2C=2C=C(C=CC12)C)N1C2=CC=CC=C2C=2C=C(C=CC12)C)C1=NC=CC=C1